C(C)(C)(C)N1N=C(C=2C1=NC=NC2N)NC2=CC(=CC=C2)Cl 1-(tert-butyl)-N3-(3-chlorophenyl)-1H-pyrazolo[3,4-d]pyrimidine-3,4-diamine